benzyl 4-(2-(tert-butoxy)-2-oxoethyl)-3-methylpiperidine-1-carboxylate C(C)(C)(C)OC(CC1C(CN(CC1)C(=O)OCC1=CC=CC=C1)C)=O